3-Triethoxysilyl-N-(1,3-dimethyl-butylidene)propylamin C(C)O[Si](CCCN=C(CC(C)C)C)(OCC)OCC